tert-butyl (E)-((benzylamino)(methylthio)methylene)carbamate C(C1=CC=CC=C1)N/C(/SC)=N\C(OC(C)(C)C)=O